C(C=C)(=O)N1[C@H](CN(C[C@H]1C)C1=NC(N2C3=C(C(=C(C=C13)C(F)(F)F)C1=C(C=C(C(=C1)Br)F)F)SC[C@@H]2COC)=O)C (3S,10S)-7-((3S,5R)-4-Acryloyl-3,5-dimethylpiperazin-1-yl)-10-(5-bromo-2,4-difluorophenyl)-3-(methoxymethyl)-9-(trifluoromethyl)-2,3-dihydro-5H-[1,4]thiazino[2,3,4-ij]quinazolin-5-one